BrC=1C(=C2C=3C(=NC(=NC3C1F)OC[C@]13CCCN3C[C@@H](C1)F)N([C@H](CO2)C=C)CC(F)(F)F)Cl (S)-9-bromo-8-chloro-10-fluoro-2-(((2R,7aS)-2-fluorotetrahydro-1H-pyrrolizin-7a(5H)-yl)methoxy)-4-(2,2,2-trifluoroethyl)-5-vinyl-5,6-dihydro-4H-[1,4]oxazepino[5,6,7-de]quinazoline